CNC(CC=1N=C(N(C1)C1=CC=CC=C1)C1=NN(C2=CC=C(C=C12)C(=O)N)COCC[Si](C)(C)C)=O (4-(2-(methylamino)-2-oxoethyl)-1-phenyl-1H-imidazol-2-yl)-1-((2-(trimethylsilyl)ethoxy)methyl)-1H-indazole-5-carboxamide